N1C(NC(C=C1)=O)=O Pyrimidine-dione